C(C)[C@H]1N(C[C@@H](N(C1)N1N=C2C(N(C(C=C2)=O)C)=C1)C)C(C)C1=C(C=C(C=C1)F)OC ((2S,5R)-5-ethyl-4-(1-(4-fluoro-2-methoxyphenyl)ethyl)-2-methylpiperazin-1-yl)-4-methyl-2,4-dihydro-5H-pyrazolo[4,3-b]pyridin-5-one